tert-butyl (E)-3-(3-(5-carbamoyl-2-((4-((2-methoxy-4-(methoxycarbonyl)-6-nitrophenyl)amino)but-2-en-1-yl)amino)-3-nitrophenoxy)prop-1-yn-1-yl)pyrrolidine-1-carboxylate C(N)(=O)C=1C=C(C(=C(OCC#CC2CN(CC2)C(=O)OC(C)(C)C)C1)NC\C=C\CNC1=C(C=C(C=C1[N+](=O)[O-])C(=O)OC)OC)[N+](=O)[O-]